NC1(CCN(CC1)C=1C=C(C2=C(N1)NN=C2C2=C(C(=NC=C2)Br)Cl)O)C 6-(4-amino-4-methylpiperidin-1-yl)-3-(2-bromo-3-chloropyridin-4-yl)-1H-pyrazolo[3,4-b]pyridin-4-ol